2-methyl-2-(1-methylpiperidin-4-yl)propanamide CC(C(=O)N)(C)C1CCN(CC1)C